(R)-N-(5-cyclopropyl-1H-pyrazol-3-yl)-2-(1-(3,5-difluorophenyl)-1H-pyrazol-3-yl)propanamide C1(CC1)C1=CC(=NN1)NC([C@H](C)C1=NN(C=C1)C1=CC(=CC(=C1)F)F)=O